3-(3-cyclopropyl-2-fluorophenoxy)-N-(2-(2,4-dimethylphenyl)-2,2-difluoroethyl)-5-methylpyridazine-4-carboxamide C1(CC1)C=1C(=C(OC=2N=NC=C(C2C(=O)NCC(F)(F)C2=C(C=C(C=C2)C)C)C)C=CC1)F